N-(4-(benzo[d]thiazol-5-yl)phenethyl)-2-ethynylthiazole-4-carboxamide S1C=NC2=C1C=CC(=C2)C2=CC=C(CCNC(=O)C=1N=C(SC1)C#C)C=C2